ClC=1C=C(C(N(N1)CC)=O)NC1=NC=C(C=C1)N1[C@H](CN(CC1)C1COC1)C (S)-6-chloro-2-ethyl-4-((5-(2-methyl-4-(oxetan-3-yl)piperazin-1-yl)pyridin-2-yl)amino)pyridazine-3(2H)-one